{amino[3-(2-benzenesulfonamido-2-{[1,3]thiazolo[5,4-b]pyridin-2-yl}ethyl)phenyl]methylidene}amino acetate C(C)(=O)ON=C(C1=CC(=CC=C1)CC(C=1SC2=NC=CC=C2N1)NS(=O)(=O)C1=CC=CC=C1)N